Cl.BrC1=C(C=C(C(=N1)NC(=O)C1C2CC2CN1)C)F 3-Aza-bicyclo[3.1.0]hexane-2-carboxylic acid (6-bromo-5-fluoro-3-methyl-pyridin-2-yl)-amide hydrochloride